methyl (1R*,3R*)-1-([1,1'-biphenyl]-3-ylmethyl)-3-hydroxycyclopentane-1-carboxylate C1(=CC(=CC=C1)C[C@]1(C[C@@H](CC1)O)C(=O)OC)C1=CC=CC=C1 |o1:7,9|